C(=C)C1=CC=C(CC2(CC=C(C(=O)C3=CC=CC=C3)C=C2)O)C=C1 4-(4-vinylbenzyl)-4-hydroxybenzophenone